3-(trimethoxysilyl)propyl 2-methylacrylate CC(C(=O)OCCC[Si](OC)(OC)OC)=C